Cl.FC1=CC=C(C=C1)C=1N=C(NC1C1=CC=NC=C1)C1=CC=C(C=C1)O 4-[4-(4-fluorophenyl)-5-pyridin-4-yl-1H-imidazol-2-yl]phenol hydrochloride